FC1=C(OC=2C=CN=C3C=C(C(=NC23)OC)OCCOC)C(=CC(=C1)[N+](=O)[O-])F 8-(2,6-difluoro-4-nitrophenoxy)-2-methoxy-3-(2-methoxyethoxy)-1,5-naphthyridine